C(C1=CC=CC=C1)OC=1C(=CC(=C(C1)NC(OCC=C)=O)C(=O)N1[C@@H](CC(=CC1)C=1C=NC=NC1)CO[Si](C)(C)C(C)(C)C)OC allyl (S)-(5-(benzyloxy)-2-(2-(((tert-butyldimethylsilyl)oxy)methyl)-4-(pyrimidin-5-yl)-1,2,3,6-tetrahydropyridine-1-carbonyl)-4-methoxyphenyl)carbamate